tert-Butyl 2-(((tert-Butyloxycarbonyl)(cyclobutylmethyl)amino)methyl)-6-((imidazo[1,2-b]pyridazine-7-carboxamido)methyl)-1H-indole-1-carboxylate C(C)(C)(C)OC(=O)N(CC1CCC1)CC=1N(C2=CC(=CC=C2C1)CNC(=O)C1=CC=2N(N=C1)C=CN2)C(=O)OC(C)(C)C